ClC1=C(C(=O)NC=2C=C3C=C(N(C3=CC2)C)C(=O)NC2=CC=C(C=C2)F)C=C(C=C1)CNC(C(C)C)=O 5-(2-chloro-5-(isobutyrylaminomethyl)benzoylamino)-N-(4-fluorophenyl)-1-methyl-1H-indole-2-carboxamide